((2-(3-((3-amino-6-methoxypyridin-2-yl)(tert-butoxycarbonyl)amino)-propyl)-4-fluorophenyl)amino)-5-fluoro-4-(trifluoromethyl)-benzoic acid methyl ester COC(C1=C(C=C(C(=C1)F)C(F)(F)F)NC1=C(C=C(C=C1)F)CCCN(C(=O)OC(C)(C)C)C1=NC(=CC=C1N)OC)=O